ClC1=CC=2C3=C(N(C(N(C2N=C1)CC)=O)C1=C(C=C(C=C1F)NCCNCCCC(=O)OC(C)(C)C)F)C=C(C=C3)Cl tert-butyl 4-((2-((4-(2,9-dichloro-5-ethyl-6-oxo-5,6-dihydro-7H-benzo[d]pyrido[3,2-f][1,3]diazepin-7-yl)-3,5-difluorophenyl)amino)ethyl)amino)butanoate